ClC=1C=C2C(=CC=NC2=C(C1)C)O 6-chloro-8-methyl-quinolin-4-ol